NCC1CN(C1)C1CC(N(C1)C1=CC=C(C=C1)S(=O)(=O)N1CCN(CC1)C1=NC(=CC(=C1)C(F)(F)F)Cl)=O 4-[3-(Aminomethyl)azetidin-1-yl]-1-[4-[4-[6-chloro-4-(trifluoromethyl)-2-pyridyl]piperazin-1-yl]sulfonylphenyl]pyrrolidin-2-one